OC1=C(C=CC(=C1)C(F)(F)F)C1=NN=C(C2=CC=CC=C12)N[C@@H]1[C@H](CCCCC1)O (1s,2s)-2-[[4-[2-hydroxy-4-(trifluoromethyl)phenyl]phthalazin-1-yl]amino]cycloheptanol